(Z)-cycloheptadec-9-enone C1(CCCCCCC\C=C/CCCCCCC1)=O